C1(CC1)COC1=C(C=C(C=C1)S(=O)(=O)C)C1=CN(C(C=2N1C=NN2)=O)C 5-[2-(cyclopropylmethoxy)-5-methylsulfonylphenyl]-7-methyl-[1,2,4]triazolo[4,3-a]pyrazin-8-one